1-(3,4-difluorophenyl)-6-(5-(3,5-dimethylisoxazol-4-yl)-1-((trans)-4-methoxycyclohexyl)-1H-benzo[d]imidazol-2-yl)-3-methyldihydropyrimidine-2,4(1H,3H)-dione FC=1C=C(C=CC1F)N1C(N(C(CC1C1=NC2=C(N1[C@@H]1CC[C@H](CC1)OC)C=CC(=C2)C=2C(=NOC2C)C)=O)C)=O